C(C=C)N1N(C(C=2C1=NC(=CC2)NC2=NC=C(C(=C2)N[C@H](CO)C2=CC=CC=C2)C2=NC(=NO2)C21CCN(CC2)CC1)=O)C (S)-1-allyl-6-((4-((2-hydroxy-1-phenylethyl)amino)-5-(3-(quinuclidin-4-yl)-1,2,4-oxadiazol-5-yl)pyridin-2-yl)amino)-2-methyl-1,2-dihydro-3H-pyrazolo[3,4-b]pyridin-3-one